1,4-dihydrobenzol C1C=CCC=C1